ClC1=CC(=C(COC2=C(C=CC(=N2)OC2CCN(CC2)CC(=O)N)F)C=C1)F 2-(4-((6-((4-chloro-2-fluorobenzyl)oxy)-5-fluoropyridin-2-yl)oxy)piperidin-1-yl)acetamide